tert-butyl 4-hydroxy-4-[[2-[8-methyl-6-[(2R)-2-phenylpropoxy]-[1,2,4]triazolo[1,5-a]pyridin-2-yl]ethylamino]methyl]piperidine-1-carboxylate OC1(CCN(CC1)C(=O)OC(C)(C)C)CNCCC1=NN2C(C(=CC(=C2)OC[C@H](C)C2=CC=CC=C2)C)=N1